tert-butyl 4-(3-(4-cyanophenyl)-4-oxo-4,5-dihydropyrazolo[1,5-a]pyrazin-6-yl)piperidine-1-carboxylate C(#N)C1=CC=C(C=C1)C=1C=NN2C1C(NC(=C2)C2CCN(CC2)C(=O)OC(C)(C)C)=O